O1CCN(CC1)C1=NC(=NC(=N1)N1CCC(CC1)C(F)(F)F)C=1C=CC2=C(N=CO2)C1 5-(4-morpholino-6-(4-(trifluoromethyl)piperidin-1-yl)-1,3,5-triazin-2-yl)benzo[d]oxazole